3-((3-Exo)-3-((2-((5-methyl-1H-pyrazol-3-yl)amino)-7H-pyrrolo[2,3-d]pyrimidin-4-yl)amino)-8-azabicyclo[3.2.1]oct-8-yl)propionitrile CC1=CC(=NN1)NC=1N=C(C2=C(N1)NC=C2)NC2CC1CCC(C2)N1CCC#N